N1=CC(=CC=C1)C1=CC=C2C(=N1)NC(=C2)C(=O)O 6-(3-pyridinyl)-1H-pyrrolo[2,3-b]pyridine-2-carboxylic acid